ClC1=C(C=CC(=C1)Cl)CCN1N=CC=2C1=NC(=CC2)N2CC(C2)C2CN(CCC2)CCO 2-(3-(1-(1-(2-(2,4-dichlorophenyl)ethyl)-1H-pyrazolo[3,4-b]pyridin-6-yl)azetidin-3-yl)piperidin-1-yl)ethan-1-ol